O[C@H]1CCCNC1 (2S,5S)-5-Hydroxypiperidin